N[C@H](C(=O)O)CC1=NC2=CC=CC=C2C=N1 (S)-2-amino-3-(quinazolin-2-yl)propanoic acid